P(=O)(OC[C@H]1O[C@H](C[C@@H]1O)N1C(N=C(C=C1)N)=O)(OCCCCCCCC)O ((2R,3S,5R)-5-(4-amino-2-oxopyrimidin-1(2H)-yl)-3-hydroxytetrahydrofuran-2-yl)methyl octyl hydrogen phosphate